calcium bis[monoethyl (3,5-di-tert-butyl-4-hydroxylbenzyl)] phosphonate P(OC(C1=CC(=C(C(=C1)C(C)(C)C)O)C(C)(C)C)CC)(OC(C1=CC(=C(C(=C1)C(C)(C)C)O)C(C)(C)C)CC)=O.[Ca]